2-(piperidin-4-yl)quinoxaline N1CCC(CC1)C1=NC2=CC=CC=C2N=C1